4-[6-(tert-Butoxy)-2-phenyl-1,2,3,4-tetrahydronaphthalen-1-yl]phenol C(C)(C)(C)OC=1C=C2CCC(C(C2=CC1)C1=CC=C(C=C1)O)C1=CC=CC=C1